9-[(3E,5Z)-hepta-1,3,5-trien-3-yl]-9H-xanthene-3,6-diol C=C/C(=C\C=C/C)/C1C2=CC=C(C=C2OC=2C=C(C=CC12)O)O